CN(CCCC=1C=C(C=C(C1)OCCCCCCCCCC=CCC=CCCCCCCCC(=O)[O-])OCCCCCCCCCC=CC\C=C/CCCCCCCC(=O)[O-])C 12'(Z)-((5-(3-(dimethylamino)propyl)-1,3-phenylene)bis(oxy))bis(butane-4,1-diyl)bis(octadeca-9,12-dienoate)